OCC1=C2C=C(N=CC2=C(N=C1)NC([2H])([2H])[2H])C1(CC1)C(=O)N (5-(hydroxymethyl)-8-((methyl-d3)amino)-2,7-naphthyridin-3-yl)cyclopropanecarboxamide